N-(6-chloropyridin-3-yl)-6-(2-cyclopropoxyethoxy)isoquinolin-1-amine ClC1=CC=C(C=N1)NC1=NC=CC2=CC(=CC=C12)OCCOC1CC1